6-Benzothiepin-8-ol S1C=CC=C2C1=CC(=CC=C2)O